N-(3-((4-((4-(4-acetylpiperazin-1-yl)-2-methoxyphenyl)amino)-5-(trifluoromethyl)pyrimidin-2-yl)amino)phenyl)acetamide C(C)(=O)N1CCN(CC1)C1=CC(=C(C=C1)NC1=NC(=NC=C1C(F)(F)F)NC=1C=C(C=CC1)NC(C)=O)OC